(2S,4S)-6-(3-Chloro-6-(((2R,7aS)-2-fluorotetrahydro-1H-pyrrolizin-7a(5H)-yl)methoxy)pyrimido[5,4-c]pyridazin-8-yl)-6-azaspiro[3.5]nonan-2-ol ClC1=CC2=C(N=N1)C(=NC(=N2)OC[C@]21CCCN1C[C@@H](C2)F)N2CC1(CC(C1)O)CCC2